C1(CC1)OC1=CC=C(C2=CC=CC=C12)C(=O)OC methyl 4-cyclopropyloxy-1-naphthoate